NCCCN(CCCNC1=CC=NC2=CC(=CC=C12)Cl)C N1-(3-aminopropyl)-N3-(7-chloroquinolin-4-yl)-N1-methylpropane-1,3-diamine